7-benzyl-1-isobutyl-N-(3-methylbenzyl)octahydro-6H-3,6-methanopyrrolo[3,2-c]pyridine-6-carboxamide C(C1=CC=CC=C1)C1C2C3CNC1(CC3CN2CC(C)C)C(=O)NCC2=CC(=CC=C2)C